3-(2-(2-((methylsulfonyl)amino)pyridin-4-yl)-5-(pyridazin-3-yl)phenyl)propanamide CS(=O)(=O)NC1=NC=CC(=C1)C1=C(C=C(C=C1)C=1N=NC=CC1)CCC(=O)N